C(C)(C)(C)OC(=O)N1CC(C1)C12CC(C1)(C2)NC(=O)OCC2=CC=CC=C2 3-[3-(Benzyloxycarbonylamino)-1-bicyclo[1.1.1]pentanyl]azetidine-1-carboxylic acid tert-butyl ester